ClC=1C=C(CCN2C[C@H](CCCC2)COC2=CC=C(C=C2)S(=O)(=O)C)C=CC1 |o1:8| (S) or (R)-1-(3-chlorophenethyl)-3-((4-(methylsulfonyl)phenoxy)methyl)azepane